FC=1C=C(C=CC1F)[C@H](C(F)(F)F)NS(=O)(=O)N1CCOCC1 (R)-N-(1-(3,4-difluorophenyl)-2,2,2-trifluoroethyl)morpholine-4-sulfonamide